ClC1=CC=C(C=C1)NC(OC(CNC(C1=CC(=CC(=C1)[N+](=O)[O-])[N+](=O)[O-])=O)C)=S O-{1-[(3,5-dinitrobenzoyl)amino]propan-2-yl} (4-chlorophenyl)carbamothioate